OC1CCC(CC1)NC1=NC=C(C(=N1)NC1(CCCCC1)C)C(=O)N 2-((1r,4r)-4-hydroxycyclohexylamino)-4-(1-methylcyclohexylamino)pyrimidine-5-carboxamide